FC=1C=NC=C(C1N1C(N(C=2C=NC=3C=C(C(=CC3C21)C=2C=NN(C2)C)OC)C)=O)F 1-(3,5-Difluoropyridin-4-yl)-7-methoxy-3-methyl-8-(1-methyl-1H-pyrazol-4-yl)-1,3-dihydroimidazo[4,5-c]quinolin-2-one